3-(1-methyl-6-(1-(((3r,4r)-3-methylpiperidin-4-yl)methyl)piperidin-4-yl)-1H-indazol-3-yl)piperidine-2,6-dione CN1N=C(C2=CC=C(C=C12)C1CCN(CC1)C[C@H]1[C@H](CNCC1)C)C1C(NC(CC1)=O)=O